C1(CCCC1)OC1=CC2=C(CN(CCC2)C2=CC(=C(C(=C2)C)NC(CC(C)(C)C)=O)C)C=C1F N-(4-(7-(cyclopentyloxy)-8-fluoro-1,3,4,5-tetrahydro-2H-benzo[c]azepin-2-yl)-2,6-dimethylphenyl)-3,3-dimethylbutanamide